ethyl 2-methanesulfonyloxy-2-methylpropionate CS(=O)(=O)OC(C(=O)OCC)(C)C